2,11-dimethyl-dodecane-3,10-diol CC(C)C(CCCCCCC(C(C)C)O)O